FC=1C=CC=2C(N3C(=NC2C1)/C(/CC3)=C/C3=CC(=C(C(=C3)OC)OC)OC)=O (E)-6-fluoro-3-(3,4,5-trimethoxybenzylidene)-2,3-dihydropyrrolo[2,1-b]quinazolin-9(1H)-one